CN(S(=O)(=O)C)C1=C(C(=O)N)C=CC=C1 2-(N-methylmethylsulfonamido)benzamide